6-(2-hydroxy-2-methylpropoxy)-4-(1,2,3,6-tetrahydropyridin-4-yl)Pyrazolo[1,5-a]pyridine-3-carbonitrile hydrochloride Cl.OC(COC=1C=C(C=2N(C1)N=CC2C#N)C=2CCNCC2)(C)C